3,6-difluoro-11-(prop-2-yl)-11-azatricyclo[6.2.1.02,7]Undecene-2,4,6,9-tetraene FC1=C2C3=C=CC(C2=C(C=C1)F)N3C(C)C